chloromethyl-(1,5-cyclooctadiene) palladium (II) [Pd+2].ClCC1=CCCC=CCC1